4-[benzyl-(tridecyl)amino]butanamide C(C1=CC=CC=C1)N(CCCC(=O)N)CCCCCCCCCCCCC